N-(tert-butyl)-3-((2-((4-(N-(5,6-dimethoxypyrimidin-4-yl)sulfamoyl)phenyl)amino)-5-methylpyrimidin-4-yl)amino)benzenesulfonamide C(C)(C)(C)NS(=O)(=O)C1=CC(=CC=C1)NC1=NC(=NC=C1C)NC1=CC=C(C=C1)S(NC1=NC=NC(=C1OC)OC)(=O)=O